FC1=C(C=CC=C1Cl)N1C(C=2N(CC1C(=O)NC1=C(C=CC=C1C)C)C=C(C(C2O)=O)C(=O)O)=O (2-fluoro-3-chlorophenyl)-3-((2,6-dimethylphenyl)aminocarbonyl)-9-hydroxy-1,8-dioxo-1,3,4,8-tetrahydro-2H-pyrido[1,2-a]pyrazine-7-carboxylic acid